3-(4-(benzyloxy)phenyl)propanoate hydrochloride Cl.C(C1=CC=CC=C1)OC1=CC=C(C=C1)CCC(=O)O